BrC1=CC=C(C=C1)NC(=O)C=1C=CC=C2C=CC=C(C12)C(=O)OC(C)(C)C tert-butyl 8-[(4-bromophenyl)carbamoyl]naphthalene-1-carboxylate